C(C1=CC=CC=C1)N1N=C(N=C1)C(=O)N[C@H]1C(N(C=2N(CC1)N=C(C2)[C@H]2C(C2)(F)F)C)=O |r| 1-benzyl-N-[rac-(6R)-4-methyl-5-oxo-2-[rac-(1S)-2,2-difluorocyclopropyl]-7,8-dihydro-6H-pyrazolo[1,5-a][1,3]diazepin-6-yl]-1,2,4-triazole-3-carboxamide